COC(=O)C=1C(=C(C=CC1)Br)C1=CC(=CC(=C1)C(C)(C)C)C(C)(C)C Methyl-6-bromo-3',5'-di-tert-butyl-[1,1'-biphenyl]-2-carboxylat